3-cyclopropyl-1-(2,2,2-trifluoroethyl)-1H-pyrazole-4-carboxylic acid C1(CC1)C1=NN(C=C1C(=O)O)CC(F)(F)F